(2,2,2-trifluoroethyl)pyrimidine-2,4,5-triamine FC(CC1=C(C(=NC(=N1)N)N)N)(F)F